4-bromo-1-(4,4-difluoropiperidin-1-yl)-6,7-dihydro-5H-cyclopenta[c]pyridine-3-carboxylic acid BrC=1C2=C(C(=NC1C(=O)O)N1CCC(CC1)(F)F)CCC2